Ethyl (3R,6S)-1-(2-(2-chloro-4-fluorophenyl)acetyl)-6-methylpiperidine-3-carboxylate ClC1=C(C=CC(=C1)F)CC(=O)N1C[C@@H](CC[C@@H]1C)C(=O)OCC